Cl\C=C/C(=O)N(C1CC1)CC1=CC(=CC(=C1)C1=NN=CN1)Cl (Z)-3-chloro-N-(3-chloro-5-(4H-1,2,4-triazol-3-yl)benzyl)-N-cyclopropylacrylamide